C(C)O[Si](CCCCCCCCCC1=CC(=NC=C1)C1=NC=CC(=C1)CCCCCCCCC[Si](OCC)(OCC)OCC)(OCC)OCC 4,4'-bis(9-(triethoxysilyl)nonyl)-2,2'-bipyridine